2-methyl-2-(1,3,4-oxadiazol-2-yl)propionic acid CC(C(=O)O)(C)C=1OC=NN1